5-{4-[2-(2-ethoxyethoxy)ethoxy]phenyl}-2-[4,7,10-tris(carboxymethyl)-1,4,7,10-tetraazacyclododec-1-yl]pentanoic acid C(C)OCCOCCOC1=CC=C(C=C1)CCCC(C(=O)O)N1CCN(CCN(CCN(CC1)CC(=O)O)CC(=O)O)CC(=O)O